C1CC23CCC45C(C2)C(=O)C6C4(C3N(C1)C6)C7=CC=CC=C7N5 kopsanone